N,N-diethylchloroformamide C(C)N(C(=O)Cl)CC